Butanoic acid, dodecyl ester C(CCC)(=O)OCCCCCCCCCCCC